COCCOCCOCCOCCOCCOCCOC=1C=C(C(=O)OC)C=CC1Br methyl 3-(2,5,8,11,14,17-hexaoxanonadec-19-yloxy)-4-bromobenzoate